CC1=C(C#N)C=CC=C1[C@@H](C)NC1=NN=C(C=2C=C3C(=CC12)N(C(N3C)=O)C(C)C)C 2-methyl-3-[(1R)-1-[(3-isopropyl-1,8-dimethyl-2-oxo-imidazo[4,5-g]phthalazin-5-yl)amino]ethyl]benzonitrile